C(C)(C)(C)OC(=O)N1C2CN(CC1C2)C2=NC(=NC1=C(C(=C(C=C21)Cl)Br)OC2CC2)OC[C@H]2N(CCC2)C 3-(7-bromo-6-chloro-8-cyclopropoxy-2-(((S)-1-methylpyrrolidin-2-yl)methoxy)quinazolin-4-yl)-3,6-diazabicyclo[3.1.1]Heptane-6-carboxylic acid tert-butyl ester